amphetamine iodine [I].NC(C)CC1=CC=CC=C1